FC(C(=O)O)(F)F.N1=C(C=C2N1CCNC2)NC=2C(=NC=CC2)C(=O)N 3-{4H,5H,6H,7H-pyrazolo[1,5-a]Pyrazin-2-ylamino}pyridine-2-carboxamide trifluoroacetate